3-(2-bromobenzothien-3-yl)propoxy-tert-butyl-dimethylsilane BrC=1SC2=C(C1CCCO[Si](C)(C)C(C)(C)C)C=CC=C2